CC=1NC(C=2N(C1)C(=NC2)C2CCOCC2)=O 6-methyl-3-(tetrahydro-2H-pyran-4-yl)imidazo[1,5-a]pyrazin-8(7H)-one